C(C1=CC=CC=C1)NS(=O)(=O)C=1C=C(C=CC1OC)C=1C=CC2=C(N(C(O2)=O)CC(=O)NC)C1 2-(5-(3-(N-benzylsulfamoyl)-4-methoxyphenyl)-2-oxobenzo[d]oxazol-3(2H)-yl)-N-methylacetamide